3-aminopropyltriisopropoxysilane NCCC[Si](OC(C)C)(OC(C)C)OC(C)C